C(=O)(OC(C)(C)C)NCCCC[C@@H](N)C(=O)O N(ε)-Boc-D-lysine